4-Bromo-2-(4-(difluoromethylene)piperidin-1-yl)-N-(7-(4,4-difluoropiperidin-1-yl)furo[2,3-c]pyridin-5-yl)-6-fluorobenzamide BrC1=CC(=C(C(=O)NC=2C=C3C(=C(N2)N2CCC(CC2)(F)F)OC=C3)C(=C1)F)N1CCC(CC1)=C(F)F